Cl[Si]1(CC[Si](CC1)(CCCC)CCCC)CCCC 1-chloro-1,4,4-tributyl-1,4-disilacyclohexane